OCC=1C=NN2C1CN(CCC2)C(=O)OC(C)(C)C tert-butyl 3-(hydroxymethyl)-7,8-dihydro-4H-pyrazolo[1,5-a][1,4]diazepine-5(6H)-carboxylate